FC1=C(C=C(C=C1)F)N1C(N(C=C(C1=O)C(=O)N)C(C)C)=O 3-(2,5-difluorophenyl)-1-isopropyl-2,4-dioxo-1,2,3,4-tetrahydropyrimidine-5-carboxamide